2-(6-(3-(2,3-dihydro-1H-inden-2-yl)ureido)benzo[d]oxazol-2-yl)acetic acid C1C(CC2=CC=CC=C12)NC(NC1=CC2=C(N=C(O2)CC(=O)O)C=C1)=O